C(=O)O.N1CC(C1)N([C@@H]1[C@H](CC[C@@H](C1)C1=CC(=CC=C1)C(F)(F)F)OC1=CC(=C(C=C1Cl)S(=O)(=O)NC1=NC=NC=C1)F)C 4-(((1S,2S,4S)-2-(azetidin-3-yl(methyl)amino)-4-(3-(trifluoromethyl)phenyl)-cyclohexyl)oxy)-5-chloro-2-fluoro-N-(pyrimidin-4-yl)benzenesulfonamide Formate